FC1=C(C(=O)C2=NNC3=NC=C(C=C32)C3=CC=C(C(=O)NCC(CO)O)C=C3)C(=CC=C1NS(=O)(=O)CCC)F 4-(3-(2,6-Difluoro-3-(propylsulfonamido)benzoyl)-1H-pyrazolo[3,4-b]pyridin-5-yl)-N-(2,3-dihydroxypropyl)benzamid